CN1CCC(CC1)C(=O)NC=1C=C2C(=NC1)NC=C2C=2C=C1N(CCNC1=O)C2 1-methyl-N-(3-(1-oxo-1,2,3,4-tetrahydropyrrolo[1,2-a]pyrazin-7-yl)-1H-pyrrolo[2,3-b]pyridin-5-yl)piperidine-4-carboxamide